C(CCCCCCCCCCCCCC(=O)O)C(=O)O 1,14-tetradecanedicarboxylic acid